5-(2-((2-chlorophenethyl)amino)pyrimidin-5-yl)-1,3,4-oxadiazol-2(3H)-one ClC1=C(CCNC2=NC=C(C=N2)C2=NNC(O2)=O)C=CC=C1